C(CC(=O)OC)(=O)OC 1,3-dimethyl malonate